ClC1=CC=C2C(=NN(C2=C1)C1=CC(=CC=C1)S(=O)(=O)C)C(C)N1N=C(C=2C1=NC=NC2N)CC 1-(1-(6-chloro-1-(3-(methylsulfonyl)phenyl)-1H-indazol-3-yl)ethyl)-3-ethyl-1H-pyrazolo[3,4-d]pyrimidin-4-amine